CN(C)CC=1C=CC(N(C1)C(C(=O)N[C@@H](CC(=O)OC)C=1C=NC=C(C1)C1=C(C=CC=C1C)C)CC(C)C)=O (3S)-methyl 3-(2-(5-((dimethylamino)methyl)-2-oxopyridin-1(2H)-yl)-4-methylpentanamido)-3-(5-(2,6-dimethylphenyl)pyridin-3-yl)propanoate